ClC1=CC=C2C(N(NC2=C1)CC1CCC(CC1)C1=CC=NC2=CC=C(C=C12)F)=O 6-chloro-2-(((1s,4s)-4-(6-fluoroquinolin-4-yl)cyclohexyl)methyl)-1,2-dihydro-3H-indazol-3-one